C(C)(C)(C)C=1N(C=CN1)CC1=C(C=C(C=C1)C1=C(SC(=C1)CC(C)C)S(=O)(=O)NC(C1=NC=CC=C1)=O)F N-((3-(4-((2-(tert-butyl)-1H-imidazol-1-yl)methyl)-3-fluorophenyl)-5-isobutylthiophen-2-yl)sulfonyl)picolinamide